COC=1C=C(CCNC(=O)C2=NC(=CN=C2)C=2C=NC(=CC2C)OCC)C=C(C1)OC N-(3,5-dimethoxyphenethyl)-6-(6-ethoxy-4-methylpyridin-3-yl)pyrazine-2-carboxamide